tri(p-tolyl) borate B(OC1=CC=C(C=C1)C)(OC1=CC=C(C=C1)C)OC1=CC=C(C=C1)C